BrC=1C(=NN(C1)C(F)F)C=1C=CC2=C(CCO2)C1 4-bromo-1-(difluoromethyl)-3-(2,3-dihydrobenzofuran-5-yl)-1H-pyrazole